NC1=NC(=NN1S(=O)(=O)C1=C(N=C2SC=CN21)Cl)NC2=CC(=C(C#N)C=C2)Cl 4-[[5-amino-1-(6-chloroimidazo[2,1-b]thiazol-5-yl)sulfonyl-1,2,4-triazol-3-yl]amino]-2-chloro-benzonitrile